(S)-5-benzyl-N-(9-methyl-8-oxo-6,7,8,9-tetrahydro-5H-pyrido[2,3-b]azepin-7-yl)-1,3,4-oxadiazole-2-carboxamide C(C1=CC=CC=C1)C1=NN=C(O1)C(=O)N[C@H]1CCC2=C(N(C1=O)C)N=CC=C2